(R,R)-thiuronium [NH2+]=C(S)N